O[C@@]1([C@H](CCC1)N1C(C(=CC2=C1N=C(N=C2)NC2(C(CN(CC2([2H])[2H])S(=O)(=O)C([2H])([2H])[2H])([2H])[2H])[2H])C([2H])([2H])[2H])=O)C (+)-8-((1S,2S)-2-hydroxy-2-methylcyclopentyl)-6-(methyl-d3)-2-((1-((methyl-d3)sulfonyl)piperidin-4-yl-3,3,4,5,5-d5)-amino)pyrido[2,3-d]pyrimidin-7(8H)-one